4,4'-[1-[4-[1-(4-hydroxyphenyl)-1-methylethyl]phenyl]ethylene]diphenol OC1=CC=C(C=C1)C(C)(C)C1=CC=C(C=C1)C(CC1=CC=C(C=C1)O)C1=CC=C(C=C1)O